di-tert-butyl (S)-3-(1-(1-(5-bromo-1-ethyl-2-(2-((S)-1-methoxyethyl)pyridin-3-yl)-1H-indol-3-yl)-2-methylpropan-2-yl)-1H-1,2,3-triazol-4-yl)tetrahydropyridazine-1,2-dicarboxylate BrC=1C=C2C(=C(N(C2=CC1)CC)C=1C(=NC=CC1)[C@H](C)OC)CC(C)(C)N1N=NC(=C1)[C@H]1N(N(CCC1)C(=O)OC(C)(C)C)C(=O)OC(C)(C)C